CC(CN[C@@H](CCC(=O)O)C(=O)O)CC 2-methylbutyl-L-glutamic acid